(2r,3s,4r,5s,6r)-2-(benzoyloxymethyl)-3,4-bis(benzoyloxy)-5-(trifluoromethyl)-6-(((2'r,3'r,4's,5'r,6'S)-3,4,5-tris(benzoyloxy)-6-methoxytetrahydro-2H-pyran-2-yl)methoxy)tetrahydropyran C(C1=CC=CC=C1)(=O)OC[C@H]1O[C@H]([C@H]([C@H]([C@@H]1OC(C1=CC=CC=C1)=O)OC(C1=CC=CC=C1)=O)C(F)(F)F)OCC1OC(C(C(C1OC(C1=CC=CC=C1)=O)OC(C1=CC=CC=C1)=O)OC(C1=CC=CC=C1)=O)OC